(2R,3R,4S,5R)-2-[2-chloro-6-[[(3R,5S)-3,5-dimethyl-1-adamantyl]amino]purin-9-yl]-5-[2-[diisopropoxyphosphorylmethyl(ethoxy)phosphoryl]ethyl]tetrahydrofuran-3,4-diol ClC1=NC(=C2N=CN(C2=N1)[C@@H]1O[C@@H]([C@H]([C@H]1O)O)CCP(=O)(OCC)CP(=O)(OC(C)C)OC(C)C)NC12C[C@]3(C[C@](CC(C1)C3)(C2)C)C